FC(C=1C=NC(=NC1)N1CC(C1)CC(=O)N1CC=2C(=C(C=3COC(CC3N2)(C)C)C)C1)(F)F 2-[1-(5-Trifluoromethyl-pyrimidin-2-yl)-azetidin-3-yl]-1-(6,6,9-trimethyl-3,5,6,8-tetrahydro-1H-7-oxa-2,4-diaza-cyclopenta[b]naphthalen-2-yl)-ethanone